ClC1=C(C=CC=C1C1C(NC(CC1)=O)=O)C1=CC=C(C=C1)N1C(OCCC1)=O 3-(2-chloro-4'-(2-oxo-1,3-oxazinan-3-yl)-[1,1'-biphenyl]-3-yl)piperidine-2,6-dione